FC1=C(C=CC=C1)C=1N=C(N=NC1)OC(CCC#C[Si](C)(C)C)C 5-[[5-(2-fluorophenyl)-1,2,4-triazin-3-yl]oxy]hex-1-ynyl-trimethyl-silane